ClC1=CC(=C(N=N1)C=1C=NN(C1)C1OCCCC1)OC 6-chloro-4-methoxy-3-(1-(tetrahydro-2H-pyran-2-yl)-1H-pyrazol-4-yl)pyridazine